(S)-2-(2,5-difluoro-4-(6-((3-fluoropyridin-4-yl)methoxy)pyridin-2-yl)benzyl)-1-(4,4-dimethyltetrahydrofuran-3-yl)-1H-benzo[d]imidazole-6-carboxylic acid FC1=C(CC2=NC3=C(N2[C@@H]2COCC2(C)C)C=C(C=C3)C(=O)O)C=C(C(=C1)C1=NC(=CC=C1)OCC1=C(C=NC=C1)F)F